10-(chlorocarbonyl)-10H-phenoxazine-3,7-diyl diacetate C(C)(=O)OC=1C=CC=2N(C3=CC=C(C=C3OC2C1)OC(C)=O)C(=O)Cl